1,7-divinyl-naphthalene C(=C)C1=CC=CC2=CC=C(C=C12)C=C